pyridin-1-yl-iridium (III) N1(CC=CC=C1)[Ir+2]